Cl.Cl.Cl.N1(CCCCC1)C1=C(N)C=CC=C1 2-(piperidin-1-yl)aniline tri-hydrochloride